BrC=1C=C2C(=NC1)N=C(S2)NC(OC(C)(C)C)=O tert-butyl (6-bromothiazolo[4,5-b]pyridin-2-yl)carbamate